C(OC(C)(C)C)(OC1=CC(=C(C=C1)C=C)OC)=O tert-butyl (3-methoxy-4-vinylphenyl) carbonate